OCCCOC(C=C)=O acrylic acid 3-hydroxypropyl ester